(S)-3-(3-(4-hydroxy-1,5-dimethyl-2-oxo-1,2-dihydropyridin-3-yl)ureido)-3-(3'-methoxy-2'-methylbiphenyl-3-yl)propanoic acid OC1=C(C(N(C=C1C)C)=O)NC(N[C@@H](CC(=O)O)C=1C=C(C=CC1)C1=C(C(=CC=C1)OC)C)=O